trans-4-((4-(3-(2,6-dioxopiperidin-3-yl)-1-methyl-1H-indazol-6-yl)piperidin-1-yl)methyl)cyclohexane-1-carboxylic acid O=C1NC(CCC1C1=NN(C2=CC(=CC=C12)C1CCN(CC1)C[C@@H]1CC[C@H](CC1)C(=O)O)C)=O